C(C)(C)(C)OC(=O)N1CCC(CC1)O[C@@H]1C[C@H](CN(C1)C)OC=1C=C(C(C(=O)O)=CC1)C(=O)O 4-(((3R,5R)-5-((1-(tert-butoxycarbonyl)piperidin-4-yl)oxy)-1-methylpiperidin-3-yl)oxy)phthalic acid